1-(4-fluorophenyl)-3,4-dihydroisoquinoline-2(1H)-carboxylic acid (S)-pyridin-3-ylmethyl ester N1=CC(=CC=C1)COC(=O)N1C(C2=CC=CC=C2CC1)C1=CC=C(C=C1)F